FC1(CCC(CC1)[C@@H](C(=O)NC1=NC=CC(=C1)C(COC)NC(CCC(F)(F)F)=O)NC(=O)C1=CC=NN1CC)F N-((1S)-1-(4,4-difluorocyclohexyl)-2-((4-(2-methoxy-1-(4,4,4-trifluoro-butanamido)ethyl)pyridin-2-yl)amino)-2-oxoethyl)-1-ethyl-1H-pyrazole-5-carboxamide